tert-butyl 2-((2S,3R)-3-(benzyloxy)-1-oxo-1-(pyrrolidin-1-yl)butan-2-yl)-1,6-dimethyl-3-oxo-2,5-diazaspiro[3.4]octane-5-carboxylate C(C1=CC=CC=C1)O[C@@H]([C@@H](C(N1CCCC1)=O)N1C(C2(C1=O)N(C(CC2)C)C(=O)OC(C)(C)C)C)C